2-(4-(6-((4-cyano-2-fluorobenzyl)oxy)pyridin-2-yl)-2,5-difluorobenzyl)-1-((3R,4R)-4-cyclopropyltetrahydrofuran-3-yl)-1H-benzo[d]imidazole-6-carboxylic acid C(#N)C1=CC(=C(COC2=CC=CC(=N2)C2=CC(=C(CC3=NC4=C(N3[C@H]3COC[C@@H]3C3CC3)C=C(C=C4)C(=O)O)C=C2F)F)C=C1)F